3'-((8-chloro-[1,2,4]triazolo[4,3-a]quinazolin-5-yl)(methyl)amino)-5'-fluoro-[1,1'-biphenyl-4-yl]isothiazolidine 1,1-dioxide ClC1=CC=C2C(=NC=3N(C2=C1)C=NN3)N(C=3C=C(C=C(C3)F)C3=CC=C(C=C3)N3S(CCC3)(=O)=O)C